2,2'-bis-(2,5-difluorophenyl)-4,4',5,5'-tetrakis-(3-methoxyphenyl)-biimidazole FC1=C(C=C(C=C1)F)C1(N=C(C(=N1)C1=CC(=CC=C1)OC)C1=CC(=CC=C1)OC)C1(N=C(C(=N1)C1=CC(=CC=C1)OC)C1=CC(=CC=C1)OC)C1=C(C=CC(=C1)F)F